4-(5-fluoro-3-{1-[(5-fluoropyridin-3-yl)oxy]ethyl}pyridin-2-yl)-5-methylthiophene-2-carboxylic acid FC=1C=C(C(=NC1)C=1C=C(SC1C)C(=O)O)C(C)OC=1C=NC=C(C1)F